tert-butyl (3R,6S)-3-((tert-butoxycarbonyl)(hydroxy)amino)-6-carbamoyl-5-methyl-3,6-dihydropyridine-1(2H)-carboxylate C(C)(C)(C)OC(=O)N([C@H]1CN([C@@H](C(=C1)C)C(N)=O)C(=O)OC(C)(C)C)O